ClC1=NC2=C(C=C(C=C2C(=C1C1=NC(=NO1)C)C)OC(F)(F)F)F 5-(2-chloro-8-fluoro-4-methyl-6-(trifluoromethoxy)quinolin-3-yl)-3-methyl-1,2,4-oxadiazole